(1s,2r,3s,4r)-4-(2-chloro-6-((3-iodobenzyl)amino)-4H-purin-9(5H)-yl)-2,3-dihydroxy-N-methylcyclopentanecarboxamide ClC=1N=C(C2N=CN(C2N1)[C@H]1[C@@H]([C@@H]([C@H](C1)C(=O)NC)O)O)NCC1=CC(=CC=C1)I